t-butyl-5-methyl-6-oxo-3-(trifluoromethyl)-6,7,7a,8,10,11-hexahydropyrazino[1,2-d]pyrido[3,2-b][1,4]diazepin-9(5H)-carboxylate C(C)(C)(C)OC(=O)N1CC2N(C3=C(N(C(C2)=O)C)C=C(C=N3)C(F)(F)F)CC1